C1(CC1)C(CC1=C(C=CC=C1)Cl)(CN1N=CN=C1)O 2-(1-cyclopropyl)-1-(2-chlorophenyl)-3-(1H-1,2,4-triazol-1-yl)propan-2-ol